FC1=C2C=CNC2=C(C(=C1)F)F 4,6,7-trifluoro-1H-indol